CS(=O)(=O)C1=C2C=CNC2=CC=C1OC=1C=C(C=CC1)C=1NC(=CN1)[C@](C)(O)C1=CC=CC=C1 |r| Racemic-1-(2-(3-((4-(Methylsulfonyl)-1H-indol-5-yl)oxy)phenyl)-1H-imidazol-5-yl)-1-phenylethan-1-ol